(S)-3-hydroxy-propane-1,2-diol di(undecanoate) C(CCCCCCCCCC)(=O)OC[C@H](CO)OC(CCCCCCCCCC)=O